O1N=CCC2C1=CN(C=C2)C(=O)[O-] 4H-pyrido[4,3-e][1,2]oxazine-7(4aH)-carboxylate